CC(CC1=CC(=C(C=C1)O)O)C(CC1=CC(=C(C=C1)O)O)C 2,3-dimethyl-1,4-bis-[3,4-dihydroxyphenyl]-butane